4-(diethylamino)butylamine C(C)N(CCCCN)CC